N-(5-((2-ethyl-1-methyl-1H-benzo[d]imidazol-6-yl)ethynyl)-8-(methylamino)-2,7-naphthyridin-3-yl)cyclopropanecarboxamide C(C)C1=NC2=C(N1C)C=C(C=C2)C#CC2=C1C=C(N=CC1=C(N=C2)NC)NC(=O)C2CC2